FC(COC1=C2C(=NC=C1)C(=C(N2)C2=CC(=NC=C2)NC([C@H](CC(F)F)C2=CC=C(C=C2)F)=O)C2=NC=CC=C2)F |r| (2RS)-N-{4-[7-(2,2-difluoroethoxy)-3-(pyridin-2-yl)-1H-pyrrolo[3,2-b]pyridin-2-yl]pyridin-2-yl}-4,4-difluoro-2-(4-fluorophenyl)butanamide